C(C)(C)N1C=NC2=C1N=NC=C2C2=CC(=C(C=C2)F)B2OC(C(O2)(C)C)(C)C 7-isopropyl-4-(4-fluoro-3-(4,4,5,5-tetramethyl-1,3,2-dioxaborolan-2-yl)phenyl)-7H-imidazo[4,5-c]pyridazine